1-(2-((tert-butyldiphenylsilyl)oxy)-4,5-dimethoxyphenyl)ethan-1-one [Si](C1=CC=CC=C1)(C1=CC=CC=C1)(C(C)(C)C)OC1=C(C=C(C(=C1)OC)OC)C(C)=O